N-(6-((1H-pyrazol-1-yl)methyl)-5-fluoro-4-methoxybenzo[d]isoxazol-3-yl)-7-methoxy-3,4-dihydro-2H-benzo[b][1,4]oxazine-8-sulfonamide N1(N=CC=C1)CC1=CC2=C(C(=NO2)NS(=O)(=O)C2=C(C=CC3=C2OCCN3)OC)C(=C1F)OC